COC1=CC=C(CO[C@@H]2[C@H]([C@H]([C@H](OCC=C)O[C@H]2C)O)O)C=C1 Allyl 4-O-para-methoxybenzyl-α-L-rhamnopyranoside